4-(N-(4-methoxyphenyl)sulfamoyl)-N-(4-(pyridin-2-yl)thiazol-2-yl)benzamide COC1=CC=C(C=C1)NS(=O)(=O)C1=CC=C(C(=O)NC=2SC=C(N2)C2=NC=CC=C2)C=C1